(4-((5-Aminopyridin-2-yl)oxy)piperidin-1-yl)(cyclopropyl)methanone NC=1C=CC(=NC1)OC1CCN(CC1)C(=O)C1CC1